3-((R)-5H-imidazo[5,1-a]isoindol-5-yl)-1-(methylsulfonyl)pyrrolidin-3-ol C=1N=CN2C1C1=CC=CC=C1[C@@H]2C2(CN(CC2)S(=O)(=O)C)O